6-iodo-3-propyl-chromane IC=1C=C2CC(COC2=CC1)CCC